5-chloro-6-cyano-3-hydroxythieno[2,3-b]pyridine-2-carboxylic acid methyl ester COC(=O)C1=C(C=2C(=NC(=C(C2)Cl)C#N)S1)O